N[C@@H](CCCCN=[N+]=[N-])C(=O)O L-azidolysine